4-(1-(methylsulfonyl)piperidin-4-ylphenyl)-N-(morpholin-2-yl-methyl)pyrido[3,4-b]pyrazin-5-amine CS(=O)(=O)N1CCC(CC1)C1=C(C=CC=C1)N1C2=C(N=CC1)C=CN=C2NCC2CNCCO2